(S)-3-((3-(2-(1-amino-1,3-dihydrospiro[indene-2,4'-piperidine]-1'-yl)-6-oxo-1,6-dihydropyrimidin-5-yl)prop-2-yn-1-yl)oxy)benzamide N[C@@H]1C2=CC=CC=C2CC12CCN(CC2)C=2NC(C(=CN2)C#CCOC=2C=C(C(=O)N)C=CC2)=O